(1-(cyclopropylmethyl)-3-hydroxypiperidin-3-yl)(6-methoxynaphthalen-2-yl)methanone C1(CC1)CN1CC(CCC1)(O)C(=O)C1=CC2=CC=C(C=C2C=C1)OC